6-bromo-2-methyl-1-(oxetan-3-yl)benzimidazole BrC=1C=CC2=C(N(C(=N2)C)C2COC2)C1